N-[3-chloro-4-(4-piperidylmethylcarbamoyl)phenyl]-5-[2,3-difluoro-4-[1-(2-methoxyethyl)-5-methyl-pyrazol-4-yl]phenyl]-1-methyl-imidazole-2-carboxamide ClC=1C=C(C=CC1C(NCC1CCNCC1)=O)NC(=O)C=1N(C(=CN1)C1=C(C(=C(C=C1)C=1C=NN(C1C)CCOC)F)F)C